C1(CC1)N1N=CC(=C1)C1=CC=C(N=N1)NC1C[C@@H]2[C@@H](CN(C2)CC2CCOCC2)C1 (3aR,5s,6aS)-N-[6-(1-cyclopropylpyrazol-4-yl)pyridazin-3-yl]-2-(tetra-hydropyran-4-ylmethyl)-3,3a,4,5,6,6a-hexahydro-1H-cyclopenta[c]pyrrol-5-amine